4-(3-((benzyloxy)methyl)-4-ethyl-5-oxo-4,5-dihydro-1H-1,2,4-triazol-1-yl)-5-fluoro-2-iodobenzoyl chloride C(C1=CC=CC=C1)OCC1=NN(C(N1CC)=O)C1=CC(=C(C(=O)Cl)C=C1F)I